C1(=CC=CC=C1)NC=1C=NC=CC1NS(=O)(=O)C N-[3-(phenylamino)-4-pyridinyl]-methanesulfonamide